ClC1=CC=C2C=CC(=NC2=C1)C=CC=1C=C(C=CC1)C(CCC1=C(C=CC=C1)C(C)=O)O 1-[2-[3-[3-[2-(7-chloro-2-quinolyl)ethenyl]-phenyl]-3-hydroxypropyl]phenyl]ethanone